ClC=1C(=NC=CC1)N1N=C(C=C1C(=O)N)OCF 1-(3-chloro-2-pyridinyl)-3-(fluoromethoxy)-1H-pyrazol-5-carboxamid